[N+](=O)([O-])C=1C=C2C(C(N(C2=CC1)CC=1C=C(C(=O)NO)C=CC1)=O)=O 3-((5-nitroindole-2,3-dione-1-yl)methyl)-N-hydroxybenzamide